benzyl (S)-2-(3-(2-ethoxy-2-oxoethyl)-2-fluorophenyl)propanoate C(C)OC(CC=1C(=C(C=CC1)[C@@H](C(=O)OCC1=CC=CC=C1)C)F)=O